2-(5-cyclopropyl-6-(2,6-diazaspiro[3.3]heptan-2-yl)thieno[2,3-c]pyridazin-3-yl)phenol C1(CC1)C1=C(SC=2N=NC(=CC21)C2=C(C=CC=C2)O)N2CC1(C2)CNC1